4-((4-((4-((2-chlorophenyl)carbamoyl)phenyl)amino)-5-fluoropyrimidin-2-yl)amino)-3-methoxybenzoic acid ClC1=C(C=CC=C1)NC(=O)C1=CC=C(C=C1)NC1=NC(=NC=C1F)NC1=C(C=C(C(=O)O)C=C1)OC